[N+](=O)([O-])C1=C(CN2CCOCC2)C=C(C=C1)C(F)(F)F 4-(2-nitro-5-(trifluoromethyl)benzyl)morpholine